2-(2-methoxy-4-nitrophenyl)-3-(4-nitro-phenyl)-5-(2,4-disulfo-phenyl)-2H-tetrazolium COC1=C(C=CC(=C1)[N+](=O)[O-])N1[NH2+]C(=NN1C1=CC=C(C=C1)[N+](=O)[O-])C1=C(C=C(C=C1)S(=O)(=O)O)S(=O)(=O)O